C(#N)C1=CC(=CC2=C1SC(=C2)N2N=C(C(=C2)C(=O)O)C)C(C)C 1-(7-cyano-5-isopropylbenzo[b]thiophen-2-yl)-3-methyl-1H-pyrazole-4-carboxylic acid